4-ferrocenoyl-butyric acid [C-]1(C=CC=C1)C(=O)CCCC(=O)O.[CH-]1C=CC=C1.[Fe+2]